7-(3,4-dimethoxyphenyl)-N-(4-(4-isopropylpiperazine-1-carbonyl)phenyl)pyrazolo[1,5-a]pyrimidine-2-carboxamide COC=1C=C(C=CC1OC)C1=CC=NC=2N1N=C(C2)C(=O)NC2=CC=C(C=C2)C(=O)N2CCN(CC2)C(C)C